3-((11-(cyclohexyldimethylsilyl)undec-10-yn-1-yl)oxy)propyl hydrogen ((((R)-1-(6-amino-9H-purin-9-yl)propan-2-yl)oxy)methyl)phosphonate NC1=C2N=CN(C2=NC=N1)C[C@@H](C)OCP(OCCCOCCCCCCCCCC#C[Si](C)(C)C1CCCCC1)(O)=O